CC=1C(=CC=CC1)CC#N o-tolueneacetonitrile